C(CCC)(C1=C(C(=CC(=C1)C)C(C)(C)C)O)C1=C(C(=CC(=C1)C)C(C)(C)C)O 2,2'-Butylidenebis(4-methyl-6-tert-butylphenol)